(S)-3-(1-([1,1'-biphenyl]-4-yl)-5-((2-methoxy-2-oxoethyl)carbamoyl)-2-oxo-1,2-dihydro-3H-imidazo[4,5-b]pyridin-3-yl)pyrrolidine-1-carboxylic acid tert-butyl ester C(C)(C)(C)OC(=O)N1C[C@H](CC1)N1C(N(C=2C1=NC(=CC2)C(NCC(=O)OC)=O)C2=CC=C(C=C2)C2=CC=CC=C2)=O